C(C)C1=NC(=NC(=C1S(=O)(=O)N1CC2(C1)CN(C2)C[C@@H]2COCC2)C)C(F)(F)F (R)-2-((4-ethyl-6-methyl-2-(trifluoromethyl)pyrimidin-5-yl)sulfonyl)-6-((tetrahydrofuran-3-yl)methyl)-2,6-diazaspiro[3.3]heptane